O1CCC(CC1)NC=1C=C(C(=O)OC)C=CN1 methyl 2-((tetrahydro-2H-pyran-4-yl)amino)isonicotinate